ammonium 2-((6-hydroxy-5'-methyl-4-pentyl-2'-(prop-1-en-2-yl)-[1,1'-biphenyl]-2-yl)oxy)propan-2-yl hydrogen phosphate P(=O)(OC(C)(C)OC1=C(C(=CC(=C1)CCCCC)O)C1=C(C=CC(=C1)C)C(=C)C)(O)[O-].[NH4+]